(2R)-2-(carbamoylamino)-3-phenylpropylcarbamoyl carbamate C(N)(OC(NC[C@@H](CC1=CC=CC=C1)NC(N)=O)=O)=O